(3R,4R,5S)-4-acetamido-5-amino-3-(1-ethylpropoxy)cyclohex-1-ene-1-carboxylic acid methyl ester phosphate P(=O)(O)(O)O.COC(=O)C1=C[C@H]([C@@H]([C@H](C1)N)NC(C)=O)OC(CC)CC